5,5-dimethyl-1,3-thiazolidine-4-carboxylic acid CC1(C(NCS1)C(=O)O)C